2-(1-(4-(1H-pyrrolo[2,3-b]pyridin-3-yl)-1H-pyrazol-1-yl)cyclopentyl)-N-(2,2,2-trifluoroethyl)acetamide N1C=C(C=2C1=NC=CC2)C=2C=NN(C2)C2(CCCC2)CC(=O)NCC(F)(F)F